2-(dimethylamino)-1-(4-(2-(4-isopropyl-5-(8-methyl-[1,2,4]triazolo[1,5-a]pyridin-6-yl)-1H-pyrazol-3-yl)thiazol-5-yl)piperidin-1-yl)ethan-1-one CN(CC(=O)N1CCC(CC1)C1=CN=C(S1)C1=NNC(=C1C(C)C)C=1C=C(C=2N(C1)N=CN2)C)C